CN(CCNC(=O)C1=C(SC2=C1C=C(C=C2)OCC=2C(=NC=CC2)C(F)(F)F)C)C N-[2-(dimethylamino)ethyl]-2-methyl-5-{[2-(trifluoromethyl)pyridin-3-yl]methoxy}-1-benzothiophene-3-carboxamide